[K].[N+](=O)([O-])C([N+](=O)[O-])C1=NOC=N1 dinitromethyl-1,2,4-oxadiazole potassium salt